(5-ethoxy-4-(((3R,6S)-6-(hydroxymethyl)tetrahydro-2H-pyran-3-yl)amino)-1H-pyrrolo[2,3-b]pyridin-3-yl)(2-fluoro-4-(2-fluorophenoxy)phenyl)methanone C(C)OC=1C(=C2C(=NC1)NC=C2C(=O)C2=C(C=C(C=C2)OC2=C(C=CC=C2)F)F)N[C@H]2CO[C@@H](CC2)CO